methyl (R)-3-((1-((tert-butoxycarbonyl)amino)butan-2-yl)oxy)-8-chloro-2-naphthoate C(C)(C)(C)OC(=O)NC[C@@H](CC)OC=1C(=CC2=C(C=CC=C2C1)Cl)C(=O)OC